2-(1-methyl-4-(6-nitropiperidin-3-yl)piperazin-2-yl)propan-2-ol CN1C(CN(CC1)C1CNC(CC1)[N+](=O)[O-])C(C)(C)O